cyclobutyl (6-(5-chloro-6-fluoro-7-(isopropylamino)-1H-indazol-4-yl)imidazo[1,2-a]pyrazin-2-yl)carbamate formate C(=O)O.ClC=1C(=C2C=NNC2=C(C1F)NC(C)C)C=1N=CC=2N(C1)C=C(N2)NC(OC2CCC2)=O